C(C)[C@]1(C(OCC=2C(N3CC=4C(=NC=5C=C(C(=C6C5C4C(CC6)(C)OCCO)C)F)C3=CC21)=O)=O)O (9S)-9-ethyl-5-fluoro-9-hydroxy-1-(2-hydroxyethoxy)-1,4-dimethyl-2,3,12,15-tetra-hydrobenzo[de]pyrano[3',4':6,7]indolizino[1,2-b]quinoline-10,13(1H,9H)-dione